C(C=1C(O)=CC=CC1)(=O)O.N1C=NC=C1 Imidazole Salicylate